C1(=CC=CC=C1)P(C=1C=CC=C2CCC(NC12)[Zr](CC1=CC=CC=C1)(CC1=CC=CC=C1)CC1=CC=CC=C1)C1=CC=CC=C1 (2,3,4-trihydro-8-diphenylphosphino-quinolyl)tribenzylzirconium